(1-(cyclopropylsulfonyl)-1H-pyrazol-4-yl)-N-(5-((1-methylpyrrolidin-3-yl)ethynyl)-4-(1-oxa-8-azaspiro[4.5]dec-8-yl)pyridin-2-yl)pyrimidin-4-amine C1(CC1)S(=O)(=O)N1N=CC(=C1)C1=NC=CC(=N1)NC1=NC=C(C(=C1)N1CCC2(CCCO2)CC1)C#CC1CN(CC1)C